4-[(trifluoromethyl)thio]phenol FC(SC1=CC=C(C=C1)O)(F)F